5-(2,5-diazabicyclo[2.2.1]heptane-2-yl)-2-(2,6-dioxopiperidin-3-yl)isoindoline C12N(CC(NC1)C2)C=2C=C1CN(CC1=CC2)C2C(NC(CC2)=O)=O